CN(C)\C=C(\C(=O)OCC)/C(C(F)F)=O Ethyl (E)-2-((dimethylamino)methylene)-4,4-difluoro-3-oxobutanoate